13-chloro-10-[2,6-difluoro-4-({2-[(oxolan-3-yl)amino]ethyl}amino)phenyl]-8-ethyl-4-methyl-6,8,10-triazatricyclo[9.4.0.02,7]pentadeca-1(11),2(7),3,5,12,14-hexaen-9-one ClC1=CC=2N(C(N(C=3N=CC(=CC3C2C=C1)C)CC)=O)C1=C(C=C(C=C1F)NCCNC1COCC1)F